(R)-N,N-Diethyl-4-((3-(4-(methoxymethyl)piperidine-1-carbonyl)piperidin-1-yl)sulfonyl)benzenesulfonamide C(C)N(S(=O)(=O)C1=CC=C(C=C1)S(=O)(=O)N1C[C@@H](CCC1)C(=O)N1CCC(CC1)COC)CC